CC(C(=O)OC[C@H]1OCCN2C3=CC=CC=C3C(C=3C(NC(C3C=3C=4C=CC=CC4N(CC1)C3)=O)=O)=C2)C [(18S)-3,5-dioxo-17-oxa-4,14,21-triazahexacyclo[19.6.1.1^{7,14}.0^{2,6}.0^{8,13}.0^{22,27}]nonacosa-1(28),2(6),7(29),8,10,12,22(27),23,25-nonaen-18-yl]methyl 2-methylpropanoate